C1(CCCCC1)C(=O)NCC=1C=CC=2N(C1)C=C(N2)CNC(=O)C=2N=C1N(C(C2)=O)C=CC=C1 N-({6-[(cyclohexylformamido)methyl]imidazo[1,2-a]pyridin-2-yl}methyl)-4-oxo-4H-pyrido[1,2-a]pyrimidine-2-carboxamide